C(N)(=O)C1=NN(C=C1NC(=O)C=1N=C(OC1)C1=CC(=NC=C1)N(C(OC(C)(C)C)=O)CC1CC1)CC=O Tert-butyl N-[4-[4-[[3-carbamoyl-1-(2-oxoethyl)pyrazol-4-yl]carbamoyl]oxazol-2-yl]-2-pyridyl]-N-(cyclopropylmethyl)carbamate